COCC=1OC=CC1 2-(methoxymethyl)-furan